N-Fmoc-N'-Boc-L-ornithine C(=O)(OCC1C2=CC=CC=C2C2=CC=CC=C12)N[C@@H](CCCNC(=O)OC(C)(C)C)C(=O)O